[N+](=O)([O-])C1=NN(C=C1)C(C)C1=CC=NC=C1 4-(1-(3-Nitro-1H-pyrazol-1-yl)ethyl)pyridine